(R)-N-(8,9-difluoro-6-oxo-1,4,5,6-tetrahydro-2H-pyrano[3,4-c]isoquinolin-1-yl)-4-methoxy-N-methyl-1H-indole-2-carboxamide FC=1C(=CC=2C3=C(NC(C2C1)=O)COC[C@@H]3N(C(=O)C=3NC1=CC=CC(=C1C3)OC)C)F